n-benzoyl-β-alanine C1=CC=C(C=C1)C(=O)NCCC(=O)O